methyl 4-[(1-acetylpiperidin-4-yl) methoxy]-2-(2-cyclopentylacetylamino)-6-fluorobenzoate C(C)(=O)N1CCC(CC1)COC1=CC(=C(C(=O)OC)C(=C1)F)NC(CC1CCCC1)=O